C(CCCCCCC)N1C(=C(C2=CC=CC=C12)C1(OC(=O)C2=CC=CN=C12)C1=C(N(C2=CC=CC=C12)CCCCCCCC)C)C 3,3-bis(1-n-octyl-2-methylindol-3-yl)-4-azaphthalide